(1R,2R)-2-fluoro-N-{6-[2-({6-[(1R)-1-hydroxypropyl]-4-methylpyridin-3-yl}amino)pyridin-3-yl]pyrimidin-4-yl}cyclopropane-1-carboxamide F[C@H]1[C@H](C1)C(=O)NC1=NC=NC(=C1)C=1C(=NC=CC1)NC=1C=NC(=CC1C)[C@@H](CC)O